methylenebis(4-methyl-6-tert-butylphenol) terephthalate C(C1=CC=C(C(=O)O)C=C1)(=O)O.C(C1=C(C(=CC(=C1)C)C(C)(C)C)O)C1=C(C(=CC(=C1)C)C(C)(C)C)O